NC(C#CC1=CC(=C(C(=C1)Cl)N1C(=CC(C2=C(N=CC(=C12)Cl)OCC1OC(OC1)(C)C)=O)C)Cl)(C)C 1-(4-(3-amino-3-methylbut-1-yn-1-yl)-2,6-dichlorophenyl)-8-chloro-5-((2,2-dimethyl-1,3-dioxolan-4-yl)methoxy)-2-methyl-1,6-naphthyridin-4(1H)-one